C1(CC1)C=1N=NN(C1)[C@H](C(=O)N1[C@@H](C[C@H](C1)O)C(=O)NC1C=2C=CC(N(C2CCC1)C)=O)C(C)(C)C (2S,4R)-1-[(2S)-2-(4-cyclopropyltriazol-1-yl)-3,3-dimethyl-butanoyl]-4-hydroxy-N-(1-methyl-2-oxo-5,6,7,8-tetrahydroquinolin-5-yl)pyrrolidine-2-carboxamide